8-[(Piperidin-4-ylmethyl)-amino]-6-pyridin-4-yl-imidazo[1,2-a]pyrazine-2-carboxylic acid amide N1CCC(CC1)CNC=1C=2N(C=C(N1)C1=CC=NC=C1)C=C(N2)C(=O)N